FC1(OC(OC(O1)(F)F)(F)F)F perfluoro-1,3,5-trioxane